(4-(3-fluoro-2-(trifluoromethyl)phenyl)piperidin-1-yl)(4,5,6,7-tetrahydro-1H-pyrazolo[4,3-c]pyridin-3-yl)methanone FC=1C(=C(C=CC1)C1CCN(CC1)C(=O)C1=NNC2=C1CNCC2)C(F)(F)F